C(=O)(O)C=1C=C(C=CC1C(=O)O)C(C)(C)C1=CC(=C(C=C1)C(=O)O)C(=O)O 2,2-bis(3,4-dicarboxyphenyl)-propane